C(C)(C)(C)NCCOCCNC(C)(C)C bis-(tertiarybutylaminoethyl)ether